O1COC2C1C(CO2)N Tetrahydrofuro[2,3-d][1,3]dioxol-6-amine